N-t-butyl-3,5-bis-(3-methylbutylamino)-benzamide C(C)(C)(C)NC(C1=CC(=CC(=C1)NCCC(C)C)NCCC(C)C)=O